[Zn].[Cu].[Ag].[Sn] tin silver copper zinc